(S)-3,5-dimethyl-2-(6-((1-methylpiperidin-3-yl)amino)pyridazin-3-yl)phenol CC=1C(=C(C=C(C1)C)O)C=1N=NC(=CC1)N[C@@H]1CN(CCC1)C